C1(=CC=C(C=C1)NC1=CC=C(C=C1)C1=CC=CC=C1)C1=CC=CC=C1 di([1,1'-biphenyl]-4-yl)amine